cetyl-sulfonic acid, sodium salt [Na+].C(CCCCCCCCCCCCCCC)S(=O)(=O)[O-]